FC=1C=C(C=C2CCN(CC12)[C@H]1CCC2(C1)CCCC2)C(=O)NO 8-fluoro-2-[(3S)-spiro[4.4]nonan-3-yl]-3,4-dihydro-1H-isoquinoline-6-carbohydroxamic acid